Methyl 4-(N'-hydroxycarbamimidoyl)benzoate ON=C(N)C1=CC=C(C(=O)OC)C=C1